CC(C)CCCCCCCCCCCC(=O)[C@H](CO)N The molecule is a sphingoid that is 3-dehydrohexadecasphinganine substituted at position 15 by a methyl group. It is a sphingoid, an amino alcohol and a ketone. It is a conjugate base of a 3-dehydro-15-methylhexadecasphinganine(1+).